C1(=CC=CC=C1)C1=CC(=NC=C1)NC1=CC(=NS1)C1=NC=CC=C1 4-phenyl-N-[3-(pyridin-2-yl)-1,2-thiazol-5-yl]Pyridin-2-amine